3-(5-(4-((2-(2-hydroxypropan-2-yl)azetidin-1-yl)methyl)pyridin-2-yl)-1-oxoisoindolin-2-yl)piperidine-2,6-dione OC(C)(C)C1N(CC1)CC1=CC(=NC=C1)C=1C=C2CN(C(C2=CC1)=O)C1C(NC(CC1)=O)=O